C(N)(=O)C1=CC(=NC2=C1N=CN=C2N[C@@H]2CN(C[C@H](C2)F)C(=O)OC(C)(C)C)C=2C=NN(C2)C2CC2 tert-butyl (3S,5S)-3-{[8-carbamoyl-6-(1-cyclopropyl-1H-pyrazol-4-yl)pyrido[3,2-d]pyrimidin-4-yl]amino}-5-fluoropiperidine-1-carboxylate